7-fluoro-2,3-dihydro-1H-indene-4-carboxylate FC1=CC=C(C=2CCCC12)C(=O)[O-]